Ethyltetramethylcyclopentadienyl-(1-methyl-1,5,6,7-tetrahydro-s-indacenyl)hafnium C(C)[Hf](C1(C=CC2=CC=3CCCC3C=C12)C)C1C(=C(C(=C1C)C)C)C